(R)-2-fluoro-4-(5-methyl-3H-[1,2,3]triazolo[4,5-b]pyridin-3-yl)-N-(8-methylisoquinolin-1-yl)-N-(piperidin-3-yl)benzamide FC1=C(C(=O)N([C@H]2CNCCC2)C2=NC=CC3=CC=CC(=C23)C)C=CC(=C1)N1N=NC=2C1=NC(=CC2)C